3-(dicyanomethylene)indolone C(#N)C(=C1C(NC2=CC=CC=C12)=O)C#N